BrC=1C=C(OC(C1OC1CC(CCC1)OC)=O)C(=O)OC methyl 4-bromo-5-[(3-methoxycyclohexyl)oxy]-6-oxopyran-2-carboxylate